4-fluoro-7-methyl-N-(3-(4-(propylamino)piperidin-1-yl)phenyl)-1H-indole FC1=C2C=CN(C2=C(C=C1)C)C1=CC(=CC=C1)N1CCC(CC1)NCCC